6-methyl-2-oxo-5-vinyl-1,2-dihydropyridine-3-carbonitrile CC1=C(C=C(C(N1)=O)C#N)C=C